17,18-DiHydroxyEicosapentaenoic Acid OC(CCCCCC=CC=CC=CC=CC=CC(=O)O)C(CC)O